NC1=NC=CC(=C1)C[C@@H]1[C@H](N(C1=O)C(=O)NC)C(=O)N(C)C1=NN(C=C1)C (2S,3R)-3-((2-aminopyridin-4-yl)methyl)-N2-(1-methyl-1H-pyrazol-3-yl)-N1-methyl-N2-methyl-4-oxoazetidine-1,2-dicarboxamide